3-(1-methyl-4-oxo-4,5,6,7-tetrahydro-1H-indol-2-yl)propanoate CN1C(=CC=2C(CCCC12)=O)CCC(=O)[O-]